ClC1=C(C(=O)OC)C(=CC(=C1)CO)OC Methyl 2-chloro-4-(hydroxymethyl)-6-methoxybenzoate